C1(CC1)C=1SC(=CN1)C=1C=C(C=CC1)N(C(=O)[C@@H]1CC[C@H](CC1)NC(CCCC)=O)C[C@@H]1CC[C@H](CC1)C1=CC(=C(C=C1)OC)C trans-N-(3-(2-Cyclopropylthiazol-5-yl)phenyl)-N-((trans-4-(4-methoxy-3-methylphenyl)cyclohexyl)methyl)-4-pentanamidocyclohexanecarboxamide